6-(8-{2-[ethyl(isopropyl)carbamoyl]-4-fluorophenyl}-3-methylimidazo[1,5-a]pyridin-6-yl)-2,6-diazaspiro[3.3]heptane-2-carboxylic acid tert-butyl ester C(C)(C)(C)OC(=O)N1CC2(C1)CN(C2)C=2C=C(C=1N(C2)C(=NC1)C)C1=C(C=C(C=C1)F)C(N(C(C)C)CC)=O